4-((4-fluoro-5-(4-nitrophenyl)-1H-pyrazol-3-yl)amino)-3-methylphenol FC=1C(=NNC1C1=CC=C(C=C1)[N+](=O)[O-])NC1=C(C=C(C=C1)O)C